Methyl(pyridin-2-ylmethyl)amino-2-phenyl-4,5,6,7-tetrahydro-2H-indazol-3-ol CC1(C2=C(N(N=C2CCC1)C1=CC=CC=C1)O)NCC1=NC=CC=C1